1-ethyl-3-(3-dimethylaminopropyl)-carbodiimide-HCl Cl.C(C)N=C=NCCCN(C)C